C(C)C(CC)(CCCCCCCCCCCCCCC)C=1NC(OC1)=O 4-(3-ethyloctadecan-3-yl)oxazol-2(3H)-one